tert-butyl (1-amino-1-oxo-3-((1S,4R,5S)-3-oxo-2-azabicyclo[3.1.0]hex-4-yl)propan-2-yl)carbamate NC(C(C[C@H]1C(N[C@H]2C[C@@H]12)=O)NC(OC(C)(C)C)=O)=O